3-amino-N-(2-{9-amino-2-oxa-7-azaspiro[4.4]nonan-7-yl}-5,6,7,8-tetrahydroquinolin-6-yl)-5-fluoro-6-methylthieno[2,3-b]pyridine-2-carboxamide NC1=C(SC2=NC(=C(C=C21)F)C)C(=O)NC2CC=1C=CC(=NC1CC2)N2CC1(CCOC1)C(C2)N